FC1(CCNCC1)CN1CCC2=C1N=NC(=C2)C2=C(C=C(C=C2C)C(F)(F)F)O 2-[7-[(4-fluoro-4-piperidyl)methyl]-5,6-dihydropyrrolo[2,3-c]pyridazin-3-yl]-3-methyl-5-(trifluoromethyl)phenol